BrC=1C=CC(=C2C=C(C=NC12)F)CBr 8-bromo-5-(bromomethyl)-3-fluoroquinoline